FC(C(=O)N1CC(CC1)N1N=C(C=2N=CN(C(C21)=O)C)C2=CC=C(C=C2)C(F)(F)F)=C 1-(1-(2-fluoroacryloyl)pyrrolidin-3-yl)-6-methyl-3-(4-(trifluoro-methyl)phenyl)-1,6-dihydro-7H-pyrazolo[4,3-d]pyrimidin-7-one